2-((3-((cis-4-hydroxy-4-methyltetrahydrofuran-3-yl)oxy)-1-(methyl-d3)-1H-pyrazol-4-yl)amino)-7-((S)-1-methoxypropan-2-yl)-7H-pyrrolo[2,3-d]pyrimidine-6-carbonitrile O[C@@]1([C@@H](COC1)OC1=NN(C=C1NC=1N=CC2=C(N1)N(C(=C2)C#N)[C@H](COC)C)C([2H])([2H])[2H])C